COC([C@@](CC1=CC(=C(C=C1)O)O)(C)N)=O.N1=CN=C(C2=CC=CC=C12)OCCCCN1CCOCC1 (4-(quinazolin-4-yloxy)butyl)morpholine methyl-(S)-2-amino-3-(3,4-dihydroxyphenyl)-2-methylpropanoate